NC=1C(NC2=C3C=CC=NC3=C(C=C2C1C1=C2C=NNC2=C(C=C1)F)OCCOC(F)(F)F)=O 3-amino-4-(7-fluoro-1H-indazol-4-yl)-6-[2-(trifluoromethoxy)ethoxy]-1H-1,7-phenanthrolin-2-one